(R)-2-((4-(3-(4-Cyano-2-fluorophenyl)-2,3-dihydrobenzo[b][1,4]dioxin-5-yl)piperidin-1-yl)methyl)-4-ethoxy-1-methyl-1H-benzo[d]imidazole-6-carboxylic acid C(#N)C1=CC(=C(C=C1)[C@H]1OC2=C(OC1)C=CC=C2C2CCN(CC2)CC2=NC1=C(N2C)C=C(C=C1OCC)C(=O)O)F